C(C)(C)(C)C=1C=CC2=C(N=CO2)C1 5-(tert-butyl)benzo[d]oxazole